1-Cyclohexylethyl crotonate C(\C=C\C)(=O)OC(C)C1CCCCC1